FC(S(=O)(=O)[O-])(F)F.C(C)[N+]1=CNC=C1 3-ethylimidazolium trifluoromethanesulfonate